N-(4-chloro-3-(trifluoromethyl)phenyl)-2-(4-(4,4,5,5-tetramethyl-1,3,2-dioxaborolan-2-yl)-1H-pyrazol-1-yl)acetamide ClC1=C(C=C(C=C1)NC(CN1N=CC(=C1)B1OC(C(O1)(C)C)(C)C)=O)C(F)(F)F